1-(azetidin-3-yl)-3-methoxy-azetidine N1CC(C1)N1CC(C1)OC